(R)-4-(4-((1-(3-(1,1-difluoro-2-hydroxy-2-methylpropyl)-2-fluorophenyl)ethyl)amino)-2-methyl-8,9-dihydro-7H-cyclopenta[H]quinazolin-6-yl)piperazin-2-one FC(C(C)(C)O)(F)C=1C(=C(C=CC1)[C@@H](C)NC1=NC(=NC2=C3C(=C(C=C12)N1CC(NCC1)=O)CCC3)C)F